4-(4-Hydroxy-2-oxo-1,2,3,4-tetrahydroquinolin-3-yl)azepan-1-carboxylic acid tert-butyl ester C(C)(C)(C)OC(=O)N1CCC(CCC1)C1C(NC2=CC=CC=C2C1O)=O